O1CCC(CC1)NC=1C=CC=2N(N1)C(=CN2)C2=CC(=C(C(=C2)OC)OC)OC N-tetrahydro-pyran-4-yl-3-(3,4,5-trimethoxy-phenyl)imidazo[1,2-b]pyridazin-6-amine